Methyl (Z)-3-(dimethylamino)-2-[2-[[4-(trifluoromethyl)-2-pyridyl]oxy]phenyl]prop-2-enoate CN(\C=C(/C(=O)OC)\C1=C(C=CC=C1)OC1=NC=CC(=C1)C(F)(F)F)C